C(CCCCC)N(C(=O)OCC(C)C)CC1=C(C(=O)O)C=CC=C1 2-((hexyl(isobutoxycarbonyl)amino)methyl)benzoic acid